C[C@](CC(=O)O)(CC(=O)SCCNC(=O)CCNC(=O)[C@@H](C(C)(C)COP(=O)(O)OP(=O)(O)OC[C@@H]1[C@H]([C@H]([C@@H](O1)N2C=NC3=C(N=CN=C32)N)O)OP(=O)(O)O)O)O The molecule is a 3-hydroxy-3-methylglutaryl-CoA where the 3-hydroxy-3-methylglutaryl component has (S)-configuration. It has a role as a human metabolite and a mouse metabolite. It is a 3-hydroxy-3-methylglutaryl-CoA and a 3-hydroxy fatty acyl-CoA. It is a conjugate acid of a (3S)-3-hydroxy-3-methylglutaryl-CoA(5-).